2-methyl-6-[(1E,3E)-1,3-pentadien-1-yl]-1,3-benzothiazole CC=1SC2=C(N1)C=CC(=C2)\C=C\C=C\C